O=C1NC(CCC1C1=NN(C2=CC(=CC=C12)N1CCC(CC1)CN1CCC2(CCN(CC2)C(=O)OC(C)(C)C)CC1)C)=O tert-butyl 9-((1-(3-(2,6-dioxopiperidin-3-yl)-1-methyl-1H-indazol-6-yl) piperidin-4-yl) methyl)-3,9-diazaspiro[5.5]undecane-3-carboxylate